N,N-dimethyl-N-propyl-1-propanaminium C[N+](CCC)(CCC)C